N-(1,3-dihydroxypropan-2-yl)-4-(2H-tetrazol-5-yl)benzenesulfonamide OCC(CO)NS(=O)(=O)C1=CC=C(C=C1)C=1N=NNN1